C(C)(=O)N1CCN(CC1)C1=CC=C(C=O)C=C1 4-(4-acetylpiperazinyl)-benzaldehyde